C(C1=CC=CC=C1)(C1=CC=CC=C1)NC=1C(N2CCC3(CC2=CC1)CC3)=O 7'-((Benzhydryl)amino)-3',4'-dihydrospiro[cyclopropane-1,2'-quinolizine]-6'(1'h)-one